FC(C1=C(C(=C(C(=O)NC2=NC=NN2C)C=C1)C)SC)F 4-(Difluoromethyl)-2-methyl-3-(methylsulfanyl)-N-(1-methyl-1H-1,2,4-triazol-5-yl)benzamid